Methyl 1-(benzyloxy)-2-oxo-6-(2-thioxothiazolidine-3-carbonyl)-1,2-dihydropyridine-3-carboxylate C(C1=CC=CC=C1)ON1C(C(=CC=C1C(=O)N1C(SCC1)=S)C(=O)OC)=O